P(O)(=O)(OP(=O)(O)OP(=O)(O)O)OC[C@@H]1[C@H]([C@H]([C@@H](O1)N1C=NC=2C(NC(CC)=O)=NC=NC12)O)O N6-propionyl-adenosine triphosphate